NC1=NC2=C(N1CC(CCCOC1=C(C=NN1C)C1=NC(=CC(=C1)C(=O)OC)C)C)C=C(C=C2)CN2CCN(CC2)C(=O)O 4-((2-amino-1-(5-((4-(4-(methoxycarbonyl)-6-methylpyridin-2-yl)-1-Methyl-1H-pyrazol-5-yl)oxy)-2-methylpentyl)-1H-benzo[d]imidazol-6-yl)methyl)piperazine-1-carboxylic acid